tert-butyl (2S)-4-(3-{2-[4-amino-5-(4-chloro-3-methoxyphenyl)-7-methyl-7H-pyrrolo[2,3-d]pyrimidin-6-yl]ethynyl}azetidin-1-yl)-2-(hydroxymethyl)piperidine-1-carboxylate NC=1C2=C(N=CN1)N(C(=C2C2=CC(=C(C=C2)Cl)OC)C#CC2CN(C2)C2C[C@H](N(CC2)C(=O)OC(C)(C)C)CO)C